COC(CC1=CN(C2=CC(=CC=C12)F)C)=O 2-(6-fluoro-1-methyl-1H-indol-3-yl)acetic acid methyl ester